(9H-fluoren-9-yl)methyl (3-(3-(3-azidopropyl)-1,1,3,3-tetramethyldisiloxanyl)propyl)carbamate N(=[N+]=[N-])CCC[Si](O[Si](C)(C)CCCNC(OCC1C2=CC=CC=C2C=2C=CC=CC12)=O)(C)C